N-cyclopropyl-6-[6-(deutero)-methoxy-5-{[(1R)-1-[2-(trifluoro-methyl)phenyl]ethyl]carbamoyl}-pyridin-3-yl]-1H-indazole-3-carboxamide C1(CC1)NC(=O)C1=NNC2=CC(=CC=C12)C=1C(=NC(=C(C1)C(N[C@H](C)C1=C(C=CC=C1)C(F)(F)F)=O)[2H])OC